OC1=C(C(N(C=C1C)C)=O)NC(N[C@@H](CC(=O)OCC)C=1C=C(C=CC1)C1=CC(=CC=C1)OC(F)(F)F)=O ethyl (S)-3-(3-(4-hydroxy-1,5-dimethyl-2-oxo-1,2-dihydropyridin-3-yl)ureido)-3-(3'-(trifluoro methoxy)biphenyl-3-yl)propanoate